C(CCCCCCC)OC(C=C)=O.C(C(=C)C)(=O)O methacrylic acid octyl-acrylate